NC1=CC=C(OC2=C(C=C(C=C2)N)CCCCCC)C=C1 4-(4-aminophenoxy)-3-hexylbenzenamine